O[C@H](C(=O)OCC1=CC=CC=C1)C Benzyl (2S)-2-hydroxypropionate